(S)-5-Chloro-6-methyl-N-(3-(1-((4-methyl-4H-1,2,4-triazol-3-yl)thio)ethyl)phenyl)picolinamide ClC=1C=CC(=NC1C)C(=O)NC1=CC(=CC=C1)[C@H](C)SC1=NN=CN1C